methyl 4-((6-(ethoxymethoxy)-2-fluoro-3-methoxyphenyl)(hydroxy) methyl)benzoate C(C)OCOC1=CC=C(C(=C1C(C1=CC=C(C(=O)OC)C=C1)O)F)OC